FC(OC1=CC=C(C=C1)C1=CC=C(C=C1)C(CCC)N1N=CC2=CC(=CC=C12)C(=O)NCCC(=O)O)(F)F 3-(1-(1-(4'-(trifluoromethoxy)-[1,1'-biphenyl]-4-yl)butyl)-1H-indazole-5-carboxamido)propionic acid